C(CCC)OC1=C(C(=CC=C1)OCCCC)OCCCC 1,2,3-tributoxybenzene